(±)-6-heptyl-1,4-diazaspiro[4.4]nonan-2-one C(CCCCCC)C1C2(NCC(N2)=O)CCC1